methyl-[2-(cyclopropylamino) ethyl]-1H-pyrrole-2-carboxylate CC1=C(N(C=C1)CCNC1CC1)C(=O)[O-]